C(C)(C)(C)OC(=O)N1CCC(CC1)OCCN1C=NC(=C1)[Sn](CCCC)(CCCC)CCCC 4-[2-(4-tributylstannylimidazol-1-yl)ethoxy]piperidine-1-carboxylic acid tert-butyl ester